5-((2-(imidazo[1,2-b]pyridazin-3-ylethynyl)-5-isopropylpyridin-4-yl)oxy)pyrimidine-2,4-diamine N=1C=C(N2N=CC=CC21)C#CC2=NC=C(C(=C2)OC=2C(=NC(=NC2)N)N)C(C)C